The molecule is a tyrosine derivative where the phenolic hydrogen of tyrosine is substituted by 4-hydroxyphenyl. It is a tyrosine derivative, a member of phenols and a non-proteinogenic alpha-amino acid. C1=CC(=CC=C1CC(C(=O)O)N)OC2=CC=C(C=C2)O